1-(4-Methyl-1H-indol-3-yl)butan-2-amine CC1=C2C(=CNC2=CC=C1)CC(CC)N